C(=CC1=CC=CC=C1)CC(C)=O styryl-acetone